OC(CC1=NC(=NO1)C=1C=CC(=C(C1)NC(=O)C1=CN=C2N1C=CC=C2)C)C(C)C N-(5-(5-(2-hydroxy-3-methylbutyl)-1,2,4-oxadiazol-3-yl)-2-methylphenyl)imidazo[1,2-a]pyridine-3-carboxamide